FC=1C=C(C2=C(CCO2)C1C1C(NC(CC1)=O)=O)N1[C@H]([C@@H](C1)O)C 3-(5-fluoro-7-((2S,3R)-3-hydroxy-2-methylazetidin-1-yl)-2,3-dihydrobenzofuran-4-yl)piperidine-2,6-dione